C(C)(C)N1C=C(C2=CC(=CC=C12)C=1C=CC=C2C=CC=NC12)CC(=O)NCC1=CC=C(C=C1)OC (1-isopropyl-5-(quinolin-8-yl)-1H-indol-3-yl)-N-(4-methoxybenzyl)acetamide